N1C=CC2=CC=C(C=C12)O Indol-6-OL